OC=1C(=NC=C(C1C)C=C)C(=O)NCC(=O)OCC ethyl (3-hydroxy-4-methyl-5-vinylpicolinoyl)glycinate